C1(C(O)C(O)C(=O)O1)=O tartaric acid, anhydride